C(C)OC(=O)C1=CC=C(O1)B(O)O 5-(ethoxycarbonyl)furan-2-ylboronic acid